BrC1=CC=C(C=C1)[C@H](C)NC(=O)[C@H]1N(C[C@@H](C1)O)C(=O)C(C(C)(C)C)NC(OC(C)(C)C)=O tert-butyl N-[1-[(2S,4R)-2-[[(1S)-1-(4-bromophenyl)ethyl]carbamoyl]-4-hydroxy-pyrrolidine-1-carbonyl]-2,2-dimethyl-propyl]carbamate